ClC=1C=C(C=CC1)CC(=O)NC1=CC(=C(C=C1)N1N=CC(=C1)C#N)S(N)(=O)=O 2-(3-Chlorophenyl)-N-[4-(4-cyano-1H-pyrazol-1-yl)-3-sulfamoylphenyl]acetamide